CC1CCC(CC1)N(C(CC)=O)C1CC(N(C1)C(=O)[O-])C(=O)[O-] 4-(N-((1s,4R)-4-methylcyclohexyl)propionamido)pyrrolidine-1,2-dicarboxylate